glutaminoethyl-imidazole N([C@@H](CCC(N)=O)C(=O)O)CCC=1NC=CN1